2-(4-((1H-benzo[d]imidazol-5-yl)oxy)butyl)isoindoline-1,3-dione N1C=NC2=C1C=CC(=C2)OCCCCN2C(C1=CC=CC=C1C2=O)=O